(4-fluorophenyl)-1H-indole FC1=CC=C(C=C1)N1C=CC2=CC=CC=C12